di-tert-butyl (2S,3Z)-3-(dimethylaminomethylene)-4-oxo-pyrrolidine-1,2-dicarboxylate CN(C)\C=C/1\[C@H](N(CC1=O)C(=O)OC(C)(C)C)C(=O)OC(C)(C)C